5-(1H-indol-1-yl)-dihydrofuran-2(3H)-one N1(C=CC2=CC=CC=C12)C1CCC(O1)=O